4-Chloro-6-nitro-1H-indole-3-carboxylic acid ClC1=C2C(=CNC2=CC(=C1)[N+](=O)[O-])C(=O)O